C(=O)(O)C=1C(=C(C(=C(C1)O)C(=O)O)C(=O)O)C(=O)O tetracarboxyphenol